N,N'-diphenyl-N,N'-bis(4-t-butylphenyl)Pyrene-1,6-diamine C1(=CC=CC=C1)N(C1=CC=C2C=CC=3C(=CC=C4C=CC1=C2C34)N(C3=CC=C(C=C3)C(C)(C)C)C3=CC=CC=C3)C3=CC=C(C=C3)C(C)(C)C